C=1(C(=CC=CC1)S(=O)(=O)[O-])S(=O)(=O)OC methyl benzenedisulfonate